2-(1-isopropyl-4-methyl-1H-pyrazol-5-yl)-4-(4-(1-methyl-3-(trifluoromethyl)-1H-1,2,4-triazol-5-yl)benzyl)-6,7-dihydropyrazolo[1,5-a]pyrimidin-5(4H)-one C(C)(C)N1N=CC(=C1C1=NN2C(N(C(CC2)=O)CC2=CC=C(C=C2)C2=NC(=NN2C)C(F)(F)F)=C1)C